(3S,5R)-5-((1-(4-cyclopropyl-2-fluoro-6-hydroxyphenyl)pyrrolo[1,2-d][1,2,4]triazin-4-yl)amino)-1-methylpiperidin-3-ol C1(CC1)C1=CC(=C(C(=C1)O)C=1C=2N(C(=NN1)N[C@@H]1C[C@@H](CN(C1)C)O)C=CC2)F